D(-)-β-Hydroxybutyric acid OC(CC(=O)O)C